2-[4-[(3S)-3-(6-methylpyrazin-2-yl)isoxazolidine-2-carbonyl]-1-piperidinyl]pyrimidine-4-carboxamide CC1=CN=CC(=N1)[C@H]1N(OCC1)C(=O)C1CCN(CC1)C1=NC=CC(=N1)C(=O)N